(6-((2-((2-methoxy-5-methylphenyl)amino)-7H-pyrrolo[2,3-d]pyrimidin-4-yl)amino)quinoxalin-5-yl)dimethylphosphine oxide COC1=C(C=C(C=C1)C)NC=1N=C(C2=C(N1)NC=C2)NC=2C(=C1N=CC=NC1=CC2)P(C)(C)=O